CC(CC[Si](OC)(OC)OC)OCC1CO1 3-methylglycidoxypropyltrimethoxysilane